(R)-9-benzyl-4-ethyl-2-methyl-1-oxa-4,9-diazaspiro[5.5]undecan-3-one C(C1=CC=CC=C1)N1CCC2(CN(C([C@H](O2)C)=O)CC)CC1